2-(9,9-dimethyl-5-phenyl-9H-fluoren-2-yl)-4,4,5,5-tetramethyl-1,3,2-dioxaborolane CC1(C2=CC=CC(=C2C=2C=CC(=CC12)B1OC(C(O1)(C)C)(C)C)C1=CC=CC=C1)C